BrC1=CC(=C(C=C1)P(C1=CC=CC=C1)C1=CC=CC=C1)C=1OCC(N1)C(C)(C)C (4-bromo-2-(4-(tert-butyl)-4,5-dihydrooxazol-2-yl)phenyl)diphenyl-phosphine